4-hydroxy-2-methyl-5-thiophen-2-ylpyridine-3-carboxamide OC1=C(C(=NC=C1C=1SC=CC1)C)C(=O)N